C(C)(C)(C)OC(NC12[C@H](CC(CC1)(CC2)NC(=O)C=2OC1=CC=C(C=C1C(C2)=O)Cl)O)=O (S)-(4-(6-chloro-4-oxo-4H-chromene-2-carboxamido)-2-hydroxybicyclo[2.2.2]oct-1-yl)carbamic acid tert-butyl ester